N1=NN=C(C(=C1N)N)N triazinetriamine